ClC1=CC(C(=C(N1CC)C1=CC(=C(C=C1)Cl)Cl)C(=O)OCC)=O ethyl 6-chloro-2-(3,4-dichlorophenyl)-1-ethyl-4-oxo-pyridine-3-carboxylate